Cl.N=1N=CN(C1)CC1=C(C=CC=C1)CO (2-((4H-1,2,4-triazol-4-yl)methyl)phenyl)methanol HCl